2-methylpropionic acid [5-[3-chloro-6-fluoro-2-[2-(4,4,5,5-tetramethyl-1,3,2-dioxaborolan-2-yl) ethyl] phenyl]-1,3-dimethyl-6-oxo-pyridazin-4-yl] ester ClC=1C(=C(C(=CC1)F)C1=C(C(=NN(C1=O)C)C)OC(C(C)C)=O)CCB1OC(C(O1)(C)C)(C)C